CSC1=NC(=NS1)C1=CC=C(C(=O)OC)C=C1 methyl 4-(5-(methylthio)-1,2,4-thiadiazol-3-yl)benzoate